FC=1C=C2C(=CN(C2=CC1C=1C=NC(=CC1)C(F)(F)F)CC(C)(C)C)C(C)NS(=O)(=O)C1CC1 N-(1-(5-fluoro-1-neopentyl-6-(6-(trifluoromethyl)pyridin-3-yl)-1H-indol-3-yl)ethyl)cyclopropanesulfonamide